5-bromo-2-(2,2,2-trifluoroethyl)pyridine BrC=1C=CC(=NC1)CC(F)(F)F